4-(prop-2-yn-1-ylamino)benzenesulfonamide C(C#C)NC1=CC=C(C=C1)S(=O)(=O)N